[Si](C1=CC=CC=C1)(C1=CC=CC=C1)(C(C)(C)C)OCC1CCC2N1CC(N(C2)C)=O 6-(((tert-butyldiphenylsilyl)oxy)methyl)-2-methylhexahydropyrrolo[1,2-a]pyrazin-3(4H)-one